ClC1=NC2=CC=CC=C2C(=C1)C(C)=N[S@@](=O)C(C)(C)C (S)-N-(1-(2-chloroquinolin-4-yl)ethylidene)-2-methylpropane-2-sulfinamide